5-((S)-3-amino-2-(methylsulfonamido)propanamido)-2-methyl-N-((R)-1-(naphthalen-1-yl)ethyl)benzamide NC[C@@H](C(=O)NC=1C=CC(=C(C(=O)N[C@H](C)C2=CC=CC3=CC=CC=C23)C1)C)NS(=O)(=O)C